2-(4-chloro-3-fluorophenoxy)-N-(3-{[6-(morpholin-4-yl)pyridin-2-yl]amino}bicyclo[1.1.1]pent-1-yl)acetamide ClC1=C(C=C(OCC(=O)NC23CC(C2)(C3)NC3=NC(=CC=C3)N3CCOCC3)C=C1)F